8-bromo-3,4-dihydro-1H-2-benzothiin-4-one BrC1=CC=CC=2C(CSCC21)=O